ethyl 4-[3-[(tert-butoxycarbonyl)amino]propanamido]-1-Methylimidazole-2-carboxylate C(C)(C)(C)OC(=O)NCCC(=O)NC=1N=C(N(C1)C)C(=O)OCC